CNC=1C2=C(N=C(N1)SC)N(C(C=C2)=O)CC(C)(C)C 4-(methylamino)-2-(methylsulfanyl)-8-(2,2-dimethylpropyl)pyrido[2,3-d]pyrimidin-7(8H)-one